tert-butyl (S)-2-((tert-butoxycarbonyl)amino)-5-fluoropentanoate C(C)(C)(C)OC(=O)N[C@H](C(=O)OC(C)(C)C)CCCF